FOS(=O)(=O)F Di-Fluorosulfonic acid